C(C1=CC=CC=C1)N1C=C(C2=CC=CC=C12)C=N N-benzyl-indole-3-formaldehyde imine